O[C@@H]1C[C@H](N(C1)C(=O)[C@@H]1CCCCC=2N1N=NC2)C(=O)N[C@@H](C)C2=CC=C(C=C2)C2=C(N=CS2)C (2S,4R)-4-hydroxy-N-((S)-1-(4-(4-methylthiazol-5-yl)phenyl)ethyl)-1-((S)-5,6,7,8-tetrahydro-4H-[1,2,3]triazolo[1,5-a]azepine-8-carbonyl)pyrrolidine-2-carboxamide